FC(OC1=C(N)C=C(C=C1)SC)F 2-(difluoromethoxy)-5-(methylthio)aniline